N-allyl-5-((2-amino-3-fluoropyridin-4-yl)methyl)-3,4-difluoro-2-((2-fluoro-4-iodo-5-methylphenyl)amino)benzamide C(C=C)NC(C1=C(C(=C(C(=C1)CC1=C(C(=NC=C1)N)F)F)F)NC1=C(C=C(C(=C1)C)I)F)=O